ClC1=C(C=NC=C1)C1=C(C(=NC(=N1)NC1=CC(=C(C=C1)C1CCN(CC1)C)C)OC)C(=O)N (4-chloropyridin-3-yl)-4-methoxy-2-((3-methyl-4-(1-methylpiperidin-4-yl)phenyl)amino)pyrimidine-5-carboxamide